ClC1=C(C=CC(=N1)/C=C/C=1C=CC(=C(C1)O)C(C)C)F (E)-5-[2-(6-chloro-5-fluoropyridin-2-yl)vinyl]-2-isopropylphenol